Cl.FC1=CC2=C(C=C1)[C@@H]1NCCC[C@@H]1O2 (4aS,9bS)-7-fluoro-1,2,3,4,4a,9b-hexahydrobenzofuro[3,2-b]pyridine hydrochloride